tert-butyl ((3S,4S)-4-hydroxyltetrahydro-2H-pyran-3-yl)carbamate O[C@@H]1[C@H](COCC1)NC(OC(C)(C)C)=O